((2S,5R)-1-(2-(cyanomethyl)-4-methyl-5-oxo-4,5-dihydro-2H-pyrazolo[4,3-b]pyridin-7-yl)-5-methyl-4-(1-(quinoxalin-6-yl)ethyl)piperazin-2-yl)acetonitrile C(#N)CN1N=C2C(N(C(C=C2N2[C@H](CN([C@@H](C2)C)C(C)C=2C=C3N=CC=NC3=CC2)CC#N)=O)C)=C1